O=C1NC(CCC1N1C(C2=CC=C(C=C2C1)C#CCCC=O)=O)=O 5-(2-(2,6-dioxopiperidin-3-yl)-1-oxoisoindolin-5-yl)pent-4-ynal